C(C)(C)[Si](C(C)C)(C(C)C)C#CC1C(N(N(CC1)C(=O)OC(C)(C)C)C(=O)[O-])C(=O)OC tert-butyl 3-methyl 4-((triisopropylsilyl)ethynyl)tetrahydropyridazine-1,2,3-tricarboxylate